N[C@H](C(=O)OC)CCOC1=CC2=C(C(=C(C=C2C=C1)O)N1S(NC(C1)=O)(=O)=O)F methyl (2S)-2-amino-4-{[8-fluoro-6-hydroxy-7-(1,1,4-trioxo-1λ6,2,5-thiadiazolidin-2-yl)naphthalen-2-yl]oxy}butanoate